3-MethoxyPyridinaldoxime COC=1C(=NC=CC1)C=NO